NC1=C(C=C(C(=C1)S(=O)(=O)O)N)S(=O)(=O)O 2,5-diamino-p-benzenedisulfonic acid